O=C1NC(CCC1N1C(C2=CC=CC(=C2C1=O)N1CCC(CC1)C=O)=O)=O 1-[2-(2,6-dioxopiperidin-3-yl)-1,3-dioxo-2,3-dihydro-1H-isoindol-4-yl]piperidine-4-carbaldehyde